ClC=1C=C(C=NC1N1N=CC=N1)NC(=O)C=1C=NN(C1C(F)(F)F)C1=C2C=CC(=NC2=CC=C1)C#N N-(5-Chloro-6-(2H-1,2,3-triazol-2-yl)pyridin-3-yl)-1-(2-cyanochinolin-5-yl)-5-(trifluoromethyl)-1H-pyrazol-4-carboxamid